2-bromobiphenyleno[1,2-b:5,6-b']dithiophene BrC1=CC2=C(S1)C1=C3C=CC4=C(SC=C4)C3=C1C=C2